Phenyl-tris(Trimethylsiloxy)-Silan C1(=CC=CC=C1)[Si](O[Si](C)(C)C)(O[Si](C)(C)C)O[Si](C)(C)C